2-[4-[3-Cyano-4-[(1R)-1-(2-pyridinyl)ethoxy]pyrazolo[1,5-a]pyridin-6-yl]-5-methyl-pyrazol-1-yl]-7-azaspiro[3.5]nonane-7-carboxylic acid tert-butyl ester C(C)(C)(C)OC(=O)N1CCC2(CC(C2)N2N=CC(=C2C)C=2C=C(C=3N(C2)N=CC3C#N)O[C@H](C)C3=NC=CC=C3)CC1